C1(=CC=CC=C1)C(=[Zr](C1C2=CC(=CC=C2C=2C=CC(=CC12)C(C)(C)C)C(C)(C)C)C1C=CC=C1)C1CCCC1 (Phenyl)(cyclopentyl)methylene(cyclopentadienyl)(2,7-di-tert-butylfluoren-9-yl)zirconium